CN1N=CC(=C1C)C1=CC=C(C(=O)N)C=C1 4-(1,5-dimethylpyrazol-4-yl)benzamide